((2-(4-(3-(4-chloro-3-ethyl-1H-pyrrolo[2,3-b]pyridin-5-yl)phenyl)-3-oxopiperazin-1-yl)ethyl)amino)-2-(2,6-dioxopiperidin-3-yl)isoindoline-1,3-dione ClC1=C2C(=NC=C1C=1C=C(C=CC1)N1C(CN(CC1)CCNC1=C3C(N(C(C3=CC=C1)=O)C1C(NC(CC1)=O)=O)=O)=O)NC=C2CC